CC1(CN(C2=CC(=CC=C12)N1C(N(C(C1=O)(C)C)CC1=CC(=NC=C1)N[C@@H](COC)C)=O)S(=O)(=O)C)C (R)-3-(3,3-dimethyl-1-(methylsulfonyl)indolin-6-yl)-1-((2-((1-methoxypropan-2-yl)amino)pyridin-4-yl)methyl)-5,5-dimethylimidazolidine-2,4-dione